C(C1=CC=CC=C1)(=O)N1C=C(C2=CC=CC=C12)CC1(C(N(C2=CC=C(C=C12)C)CCC)=O)NC(N(C)C)=O 3-(3-((1-benzoyl-1H-indol-3-yl)methyl)-5-methyl-2-oxo-1-propylindolin-3-yl)-1,1-dimethylurea